9-(4-chloro-2-fluoro-phenyl)-7-[(2R,4S)-2-(5-cyclopropyl-1,2,4-oxadiazol-3-yl)tetrahydropyran-4-yl]-2,3-dimethyl-pyrazino[1,2-a]pyrimidin-4-one ClC1=CC(=C(C=C1)C1=NC(=CN2C1=NC(=C(C2=O)C)C)[C@@H]2C[C@@H](OCC2)C2=NOC(=N2)C2CC2)F